F[C@H]1C[C@@H](CC1)C1=NOC(=N1)C1CCN(CC1)C(CC1=NON=C1C)=O 1-(4-(3-((1R,3R)-3-fluorocyclopentyl)-1,2,4-oxadiazol-5-yl)piperidin-1-yl)-2-(4-methyl-1,2,5-oxadiazol-3-yl)ethan-1-one